(R)-{5-[1-cyclopropyl-5-(tetrahydro-pyran-4-yl)-1H-[1,2,4]triazol-3-yl]-pyridin-3-yl}-(1,3-dimethyl-azetidin-3-yl)-(4-ethyl-phenyl)-methanol C1(CC1)N1N=C(N=C1C1CCOCC1)C=1C=C(C=NC1)[C@@](O)(C1=CC=C(C=C1)CC)C1(CN(C1)C)C